2-(4-(4-(1-fluorocyclopropane-1-carbonyl)-2-methylpiperazin-1-yl)-5-(2-fluorophenyl)-7H-pyrrolo[2,3-d]pyrimidin-7-yl)isonicotinonitrile FC1(CC1)C(=O)N1CC(N(CC1)C=1C2=C(N=CN1)N(C=C2C2=C(C=CC=C2)F)C=2C=C(C#N)C=CN2)C